C(\C=C\C)N1C(C2=C(C(=C1)C1=CC=C(C=C1)C(=O)N1CCOCC1)C=C(N2)C)=O 6-[(E)-but-2-enyl]-2-methyl-4-[4-(morpholine-4-carbonyl)phenyl]-1H-pyrrolo[2,3-c]pyridin-7-one